C(#N)C1=CC=C(C=C1)C(CNC(C)=O)=O N-[2-(4-cyanophenyl)-2-oxoethyl]acetamide